Ethyl 8-bromoindolizine-2-carboxylate BrC1=CC=CN2C=C(C=C12)C(=O)OCC